N-(2-(2-(dimethylamino)ethyl)-6-(thiophene-3-yl)-2H-indazol-5-yl)-3-(thiazol-2-yl)benzamide CN(CCN1N=C2C=C(C(=CC2=C1)NC(C1=CC(=CC=C1)C=1SC=CN1)=O)C1=CSC=C1)C